2,3,6-Trifluoro-5-(5-(4-(methylsulfonyl)piperazin-1-yl)-1H-pyrazolo[3,4-c]pyridine-1-yl)phenol FC1=C(C(=C(C=C1F)N1N=CC=2C1=CN=C(C2)N2CCN(CC2)S(=O)(=O)C)F)O